N1[C@@H](CCC1)C(=O)[O-].[Na+] sodium L-prolinate